3-(3-Hydroxyphenyl)-8-methoxy-2-(trifluoromethyl)-4H-pyrido[1,2-a]pyrimidin-4-one OC=1C=C(C=CC1)C1=C(N=C2N(C1=O)C=CC(=C2)OC)C(F)(F)F